IC1=NN(C=2C1=NC(=C(C2)OC)C2=C(C(=CC=C2)C([2H])([2H])[2H])C)COCC[Si](C)(C)C 3-iodo-6-methoxy-5-(2-methyl-3-(methyl-d3)phenyl)-1-((2-(trimethylsilyl)-ethoxy)methyl)-1H-pyrazolo[4,3-b]pyridine